(2E,4E,6E)-7-(3,5-diethoxy-4-hydroxyphenyl)-N,N-diethylhepta-2,4,6-trienamide C(C)OC=1C=C(C=C(C1O)OCC)/C=C/C=C/C=C/C(=O)N(CC)CC